4-(2-((2-isopropyl-7-methyl-[1,2,4]triazolo[1,5-a]pyridin-6-yl)amino)-7-methyl-8-oxo-7,8-dihydro-9H-purin-9-yl)tetrahydro-2H-pyran-4-carbonitrile C(C)(C)C1=NN2C(C=C(C(=C2)NC2=NC=C3N(C(N(C3=N2)C2(CCOCC2)C#N)=O)C)C)=N1